O1C(CCC1)NC(=O)N1N=C(C=C1C)OC1=C(C=C(C=C1F)C(F)(F)F)Cl N-tetrahydrofuranyl-3-(2-chloro-6-fluoro-4-trifluoromethylphenoxy)-5-methyl-1H-pyrazole-1-carboxamide